ClC1=C(C(=CC(=C1)Cl)F)NC=1N(C2=NC(=NC=C2N1)N[C@@H]1C[C@H](CCC1)O)C1CCC(CC1)(C(=O)N)C (1R,4s)-4-(8-(2,4-dichloro-6-fluorophenylamino)-2-((1S,3S)-3-hydroxycyclohexylamino)-9H-purin-9-yl)-1-methylcyclohexanecarboxamide